3-[(1R)-1-(2,2-difluoroethylamino)ethyl]-N,N-bis[(4-methoxyphenyl)methyl]pyridin-2-amine FC(CN[C@H](C)C=1C(=NC=CC1)N(CC1=CC=C(C=C1)OC)CC1=CC=C(C=C1)OC)F